COC(=O)C1=CN(C=CC1=O)N(C(C)C)CC1=C(C=C(C(=C1)OCC1=CC=CC=C1)OC)Br 1-((5-(benzyloxy)-2-bromo-4-methoxybenzyl)(isopropyl)amino)-4-oxo-1,4-dihydropyridine-3-carboxylic acid methyl ester